C(C)N1C[C@H](CCCC1)OC=1C=C2COC(C2=CC1)=O (S)-5-((1-ethylazepan-3-yl)oxy)isobenzofuran-1(3H)-one